C(#N)[C@H]1N(CCC1)C(=O)OCC1=CC=CC=C1 benzyl (2S)-2-cyanopyrrolidine-1-carboxylate